hydroxyoxo-bis-ethylamine dipropionate sodium [Na+].C(CC)(=O)[O-].C(CC)(=O)[O-].ON(CC=O)CC.[Na+]